The molecule is an organofluorine compound that is 3-phenylpropan-1-ol bearing a trifluoromethyl group at position 3 on the phenyl ring. It is an organofluorine compound and a member of propan-1-ols. C1=CC(=CC(=C1)C(F)(F)F)CCCO